FCCOC1=CC=C(C=N1)NC(=O)C1=NC2=NC=3C=CC=CC3N2C=C1 N-[6-(2-fluoroethoxy)pyridin-3-yl]-1,8,10-triazatricyclo[7.4.0.02,7]trideca-2(7),3,5,8,10,12-hexaene-11-carboxamide